CC1CN=C(CC1)C1=CC=C(C=C1)C 3-methyl-6-(p-tolyl)-2,3,4,5-tetrahydropyridine